6-(3-Fluorophenoxy)-5-nitro-1-(tetrahydro-2H-pyran-4-yl)-1H-indazole FC=1C=C(OC2=C(C=C3C=NN(C3=C2)C2CCOCC2)[N+](=O)[O-])C=CC1